FC=1C=2N(C=C(C1)C=1C=CC=3N(C(C=C(N3)C=3CCNCC3)=O)C1)C=C(N2)C 7-(8-fluoro-2-methylimidazo[1,2-a]pyridin-6-yl)-2-(1,2,3,6-tetrahydropyridin-4-yl)-4H-pyrido[1,2-a]pyrimidin-4-one